(E)-2-bromo-4-((E)-(4-hydroxyphenylimino)methyl)-6-methoxyphenyl 3-(4-methoxyphenyl)acrylate COC1=CC=C(C=C1)/C=C/C(=O)OC1=C(C=C(C=C1OC)/C=N/C1=CC=C(C=C1)O)Br